CC1=C(OC2=CC(=NN2C(=O)OC(C)(C)C)C(=O)OC)C(=CC=C1)C 1-(tert-butyl) 3-methyl 5-(2,6-dimethylphenoxy)-1H-pyrazole-1,3-dicarboxylate